((5-fluoro-4-(4-fluoro-2-methoxyphenyl)pyrimidin-2-yl)amino)-8-(thiomorpholinomethyl)-2H-benzo[b][1,4]oxazin-3(4H)-one FC=1C(=NC(=NC1)NC1C(NC2=C(O1)C(=CC=C2)CN2CCSCC2)=O)C2=C(C=C(C=C2)F)OC